C1(CC1)C(C)N(C(=O)OCC=1C(=NOC1C1=CC=C(O[C@H]2C[C@@H](CCC2)C(=O)O)C=C1)C)C (1R,3R)-3-{4-[4-({[(1-cyclopropylethyl)(methyl)carbamoyl]oxy}methyl)-3-methyl-1,2-oxazol-5-yl]phenoxy}cyclohexane-1-carboxylic acid